3-(2-methoxyethyl)-5-methyl-1H-pyrazole COCCC1=NNC(=C1)C